C(C1=CC=CC=C1)OC1=NC(=CC=C1C1=NN(C2=C1C=NC(=C2)N[C@H]2[C@@H](CN(CC2)C(=O)OC(C)(C)C)C)C)OCC2=CC=CC=C2 tert-butyl (3R,4R)-4-((3-(2,6-bis(benzyloxy)pyridin-3-yl)-1-methyl-1H-pyrazolo[4,3-c]pyridin-6-yl)amino)-3-methylpiperidine-1-carboxylate